OC1C(CC1)=O 2-hydroxycyclobutanone